CC1CCN(CC1)C(=O)C1(CCC1)C(F)(F)F 4-methyl-1-(1-(trifluoromethyl)cyclobutane-1-carbonyl)piperidin